Pyrenyl-butyric acid C1(=CC=C2C=CC3=CC=CC4=CC=C1C2=C34)C(C(=O)O)CC